C(#N)C1=C(C=C(C=C1)N1[C@H](O[C@@H](C1)C(=O)N1C[C@@H](CC1)NC(OC)=O)C(F)(F)F)C(F)(F)F methyl ((R)-1-((2R,5S)-3-(4-cyano-3-(trifluoromethyl)phenyl)-2-(trifluoromethyl)oxazolidine-5-carbonyl)pyrrolidin-3-yl)carbamate